5-((1S,4S)-2,5-diazabicyclo[2.2.1]heptan-2-yl)-N-methylpyridineamide [C@@H]12N(C[C@@H](NC1)C2)C=2C=CC(=NC2)C(=O)NC